(rac)-1-(4-bromo-5-ethyl-1-methyl-1H-pyrazol-3-yl)-3-(3,3-difluoropyrrolidin-1-yl)propan-1-ol Calcium Iron Aluminum [Al].[Fe].[Ca].BrC=1C(=NN(C1CC)C)[C@@H](CCN1CC(CC1)(F)F)O |r|